N-(5-(2-(3,3-dimethylazetidin-1-yl)acetamido)-2-methylpyridin-3-yl)-2-(5-(hydroxymethyl)furan-2-yl)pyrazolo[5,1-b]Thiazole-7-carboxamide CC1(CN(C1)CC(=O)NC=1C=C(C(=NC1)C)NC(=O)C=1C=NN2C1SC(=C2)C=2OC(=CC2)CO)C